6'-Acetamido-1'-(2-(1,1-difluoroethyl)pyrimidin-4-yl)-1',2'-dihydrospiro[piperidine-4,3'-pyrrolo[3,2-c]pyridine]-1-carboxylic acid tert-butyl ester C(C)(C)(C)OC(=O)N1CCC2(CN(C3=C2C=NC(=C3)NC(C)=O)C3=NC(=NC=C3)C(C)(F)F)CC1